erythritol trioleate C(CCCCCCC\C=C/CCCCCCCC)(=O)O.C(CCCCCCC\C=C/CCCCCCCC)(=O)O.C(CCCCCCC\C=C/CCCCCCCC)(=O)O.C([C@H](O)[C@H](O)CO)O